FC=1C=C(C=2C3=C(N(C2C1)CC1=CC=C(CP(OCC)(OCC)=O)C=C1)C=CC(=N3)NC)F diethyl (4-((7,9-difluoro-2-methylamino-5H-pyrido[3,2-b]indol-5-yl)methyl)benzyl)phosphonate